fluoro(tryptophan) FN[C@@H](CC1=CNC2=CC=CC=C12)C(=O)O